NC1=C(C(=NN1C(C)(C)C)C1=CC=C(C=C1)CC(=O)NC1=CC(=NO1)CC(C)(C)C)C(=O)N 5-Amino-1-(tert-butyl)-3-(4-(2-((3-neopentylisoxazol-5-yl)amino)-2-oxoethyl)phenyl)-1H-pyrazole-4-carboxamide